O=C1NC(CCC1C1=CC=C(C(=O)N2CCN(CC2)C(=O)OC(C)(C)C)C=C1)=O tert-butyl 4-[4-(2,6-dioxo-3-piperidyl)benzoyl]piperazine-1-carboxylate